NC1=NC=C(C=C1O[C@H](C)C=1C=CC(=C(C1)NC(C1=CC(=CC=C1)C(F)(F)F)=O)C)Cl (R)-N-(5-(1-((2-amino-5-chloropyridin-3-yl)oxy)ethyl)-2-methylphenyl)-3-(trifluoromethyl)benzamide